2,7-bis[2-(diethylamino)-ethoxy]-fluoren dihydrochloride Cl.Cl.C(C)N(CCOC1=CC=2CC3=CC(=CC=C3C2C=C1)OCCN(CC)CC)CC